CC1=C(C=C(C=C1)C=1C=NC(=CC1)OCCN1CCN(CC1)C)N(C=1SC=C(N1)C1=NC(=CC(=N1)N)N)CCC 2-(2-((2-Methyl-5-(6-(2-(4-methylpiperazin-1-yl)ethoxy)pyridin-3-yl)phenyl)(propyl)amino)thiazol-4-yl)pyrimidine-4,6-diamine